4-[4-(1,3-benzoxazol-2-yl)-4-methylpiperidin-1-yl]-1,7-dimethyl-2-oxo-1,2-dihydro-quinoline-3-carbonitrile O1C(=NC2=C1C=CC=C2)C2(CCN(CC2)C2=C(C(N(C1=CC(=CC=C21)C)C)=O)C#N)C